C(CC)N1C2CCCCC2C2CCCCC12 perhydroN-propylcarbazole